C(C)(C)C=1C=C2C(=C(C(NC2=CN1)=O)C#N)N1CCC2(CCC2)CC1 6-isopropyl-2-oxo-4-(7-azaspiro[3.5]nonane-7-yl)-1,2-dihydro-1,7-naphthyridin-3-carbonitrile